oxobutanimidic acid O=C(C(O)=N)CC